F[C@H]1CN(CC[C@H]1NC=1C=2N(C=CC1)C(=C(N2)C#CCNC2=CC=CC=C2)CC(F)(F)F)C (3S,4R)-3-fluoro-1-methyl-N-{2-[3-(phenylamino)prop-1-yn-1-yl]-3-(2,2,2-trifluoroethyl)imidazo[1,2-a]pyridin-8-yl}piperidin-4-amine